F[C@@H]1[C@@H](O[C@@H]([C@H]1O)CO)N1C(=O)NC(=O)C(=C1)I 1-(2-deoxy-2-fluoro-β-D-arabinofuranosyl)-5-iodouracil